NCC1=C(C=CC(=N1)N)F 6-(aminomethyl)-5-fluoropyridin-2-amine